(Tert-Butoxycarbonyl)(8-oxo-5,6,7,8-tetrahydro-1,7-naphthyridin-4-yl)carbamic acid tert-butyl ester C(C)(C)(C)OC(N(C1=CC=NC=2C(NCCC12)=O)C(=O)OC(C)(C)C)=O